(3R,4S)-3-[(4R)-benzyl-2-oxo-oxazolidine-3-carbonyl]-4-phenyl-pyrrolidine-1-carboxylic acid C(C1=CC=CC=C1)[C@H]1N(C(OC1)=O)C(=O)[C@H]1CN(C[C@@H]1C1=CC=CC=C1)C(=O)O